2-(4-isopropyl-5-(8-methoxy-[1,2,4]triazolo[1,5-a]pyridin-6-yl)-1H-pyrazol-3-yl)-5-(4-(2-(methylsulfonyl)ethyl)piperazin-1-yl)thiazole C(C)(C)C=1C(=NNC1C=1C=C(C=2N(C1)N=CN2)OC)C=2SC(=CN2)N2CCN(CC2)CCS(=O)(=O)C